C1(=CC=C(C=C1)SN1C=CCC1)C 1-(p-tolylthio)pyrroline